tetra-iodoplatinum I[Pt](I)(I)I